(4-methanesulfonylpyridin-3-yl)-8-(1-methyl-1H-indol-6-yl)quinoxalin-6-amine CS(=O)(=O)C1=C(C=NC=C1)C1=NC2=C(C=C(C=C2N=C1)N)C1=CC=C2C=CN(C2=C1)C